(2-((1-((dimethylamino)methyl)cyclopropyl)methoxy)-4-(2-(2-hydroxyethyl)azepan-1-yl)-5,7-dihydro-6H-pyrrolo[3,4-d]pyrimidin-6-yl)(3-hydroxy-8-iodonaphthalen-1-yl)methanone CN(C)CC1(CC1)COC=1N=C(C2=C(N1)CN(C2)C(=O)C2=CC(=CC1=CC=CC(=C21)I)O)N2C(CCCCC2)CCO